4-Amino-3,7-anhydro-5,6,8-tri-O-benzyl-1-[(4S)-3-(tert-butoxycarbonyl)-2,2-dimethyl-1,3-oxazolidin-4-yl]-1,2,4-trideoxy-D-glycero-D-gulo-oct-1-ynitol N[C@H]1[C@H](C#C[C@@H]2N(C(OC2)(C)C)C(=O)OC(C)(C)C)O[C@@H]([C@H]([C@@H]1OCC1=CC=CC=C1)OCC1=CC=CC=C1)COCC1=CC=CC=C1